N-(6-bromo-1-cyclobutyl-1H-benzo[d]imidazol-2-yl)-3,3-dimethylbutanamide BrC=1C=CC2=C(N(C(=N2)NC(CC(C)(C)C)=O)C2CCC2)C1